2-(2-((5-(3-(aminomethyl)phenyl)-2-methylbenzofuran-3-yl)methoxy)phenyl)acetic acid NCC=1C=C(C=CC1)C=1C=CC2=C(C(=C(O2)C)COC2=C(C=CC=C2)CC(=O)O)C1